C(=C)[Si](OCCCCCCCC)(OCCCCCCCC)OCCCCCCCC vinyl-tris(n-octoxy)silane